BrC1=NC2=CC(=CC=C2C(=N1)C=1C(=NN(C1)CCO[Si](C)(C)C(C)(C)C)C1=CC=CC=C1)OC bromo-4-(1-(2-((tert-butyldimethylsilyl)oxy)ethyl)-3-phenyl-1H-pyrazol-4-yl)-7-methoxyquinazoline